2,3-dimethyl-2-butyl alcohol CC(C)(C(C)C)O